N-[(3Z)-3-(1H-imidazol-5-ylmethylidene)-2-oxo-2,3-dihydro-1H-indol-5-yl]-4-methylbenzenesulfonamide N1C=NC=C1\C=C\1/C(NC2=CC=C(C=C12)NS(=O)(=O)C1=CC=C(C=C1)C)=O